ClC=1C2=CN(N=C2C=CC1C1=NN(C2=NC(=CN=C21)N2CC1C(C1CC2)(C2=CC=CC=C2)CNC(OCC2=CC=CC=C2)=O)C2OCCCC2)C benzyl ((3-(3-(4-chloro-2-methyl-2H-indazol-5-yl)-1-(tetrahydro-2H-pyran-2-yl)-1H-pyrazolo[3,4-b]pyrazin-6-yl)-7-phenyl-3-azabicyclo[4.1.0]heptan-7-yl)methyl)carbamate